FC1=C(C=C(C=C1)F)C1=CC2=C(O[C@H](CN2S(=O)(=O)C2=CC(=CC=C2)C(F)(F)F)CC(C(=O)OC)(C)C)C=C1 methyl (S)-3-(6-(2,5-difluorophenyl)-4-((3-(trifluoromethyl)phenyl)sulfonyl)-3,4-dihydro-2H-benzo[b][1,4]oxazin-2-yl)-2,2-dimethylpropanoate